CN1CCNS1(=O)=O 5-methyl-1,2,5-thiadiazolidin-1,1-dioxid